3-(benzylamino)-4-[(4-chlorophenyl)amino]cyclobut-3-ene-1,2-dione C(C1=CC=CC=C1)NC=1C(C(C1NC1=CC=C(C=C1)Cl)=O)=O